tert-butyl (2-(2-cyano-3-oxo-3-(phenylamino)propanoyl)pyridin-3-yl)carbamate C(#N)C(C(=O)C1=NC=CC=C1NC(OC(C)(C)C)=O)C(NC1=CC=CC=C1)=O